OCCN(C(CCCC(=O)N(C)C)=O)CCO N1,N1-bis(2-hydroxyethyl)-N5,N5-dimethyl-pentanediamide